1-[(1R,3R,4R,7S)-5-(benzenesulfonyl)-1-[[bis(4-methoxyphenyl)-phenylmethoxy]methyl]-7-hydroxy-2-oxa-5-azabicyclo[2.2.1]heptan-3-yl]-5-methyl-pyrimidine-2,4-dione C1(=CC=CC=C1)S(=O)(=O)N1[C@H]2[C@@H](O[C@@](C1)([C@H]2O)COC(C2=CC=CC=C2)(C2=CC=C(C=C2)OC)C2=CC=C(C=C2)OC)N2C(NC(C(=C2)C)=O)=O